2-(2-vinyloxyethoxy)acrylic acid C(=C)OCCOC(C(=O)O)=C